N1CCC(CC1)N1C(OCCCC1)=O (piperidin-4-yl)-1,3-oxazepan-2-one